(S)-2-(5-((4-((2-Chloro-5-(5-(methylsulfonyl)pyrimidin-2-yl)pyridin-4-yl)amino)butan-2-yl)oxy)-1,3-dimethyl-1H-pyrazol-4-yl)pyrimidin-4-amine ClC1=NC=C(C(=C1)NCC[C@H](C)OC1=C(C(=NN1C)C)C1=NC=CC(=N1)N)C1=NC=C(C=N1)S(=O)(=O)C